2'-(((2R,7aS)-2-fluorotetrahydro-1H-pyrrolizin-7a(5H)-yl)methoxy)-4'-((R)-3-hydroxy-3-methylpiperidin-1-yl)-3,4,5',8'-tetrahydro-2H-spiro[naphthalene-1,7'-pyrano[4,3-d]pyrimidin]-7-ol F[C@@H]1C[C@@]2(CCCN2C1)COC=1N=C(C2=C(N1)CC1(OC2)CCCC2=CC=C(C=C21)O)N2C[C@](CCC2)(C)O